vanadium tripropoxide [O-]CCC.[O-]CCC.[O-]CCC.[V+3]